n-decanoic acid methyl ester COC(CCCCCCCCC)=O